Cl.NC1C(CS(C1)(=O)=O)O 4-aminotetrahydro-thiophene-3-ol 1,1-dioxide hydrochloride